C4,5-dicyanoimidazole C(#N)C=1N=CNC1C#N